4'-(3,5-difluorophenyl)-2,2':6',2''-terpyridine platinum(II) [Pt+2].FC=1C=C(C=C(C1)F)C1=CC(=NC(=C1)C1=NC=CC=C1)C1=NC=CC=C1